N-(2-aminoethyl)-beta-alanine NCCNCCC(=O)O